N=1N(N=CC1)C1=C(C=C(C=N1)NC(C1=C(C=C(C(=C1)F)C1=C(C=NC=C1)OC)Cl)=O)C(F)(F)F N-(6-(2H-1,2,3-triazol-2-yl)-5-(trifluoromethyl)pyridin-3-yl)-2-chloro-5-fluoro-4-(3-methoxypyridin-4-yl)benzamide